C(CCCCCCCCCCC)OC1=C(C=C(C(=C1[N+](=O)[O-])C)C)[N+](=O)[O-] 2-(dodecyloxy)-4,5-dimethyl-1,3-dinitrobenzene